C1(=CC=CC2=CC=CC=C12)NC(CCCCC)=O N-(naphthalen-1-yl)hexanamide